C1(CCCC1)NC1=C(C(=C2C(NC(=NC2=C1)CSC1CCNCC1)=O)F)F 7-(cyclopentylamino)-5,6-difluoro-2-((piperidin-4-ylthio)methyl)quinazolin-4(3H)-one